ClC=1C=C2C=C(NC2=CC1OCC=1SC=CN1)CNC(=O)C1(CC1)C N-((5-chloro-6-(thiazol-2-ylmethoxy)-1H-indol-2-yl)methyl)-1-methylcyclopropane-1-carboxamide